C(C#C)N1CCC(CC1)OC1=C2C(=NC=C1)C=CS2 7-((1-(prop-2-yn-1-yl)piperidin-4-yl)oxy)thieno[3,2-b]pyridine